(S)-5,5-dimethyl-2-(4-quinazolinylamino)hexanoic acid CC(CC[C@@H](C(=O)O)NC1=NC=NC2=CC=CC=C12)(C)C